(1-methyl-2-piperidinyl)ethanol CN1C(CCCC1)C(C)O